C(=CC)C(C(C(=O)O)(C=CC)C=CC)(C(=O)O)C=CC tetrapropen-ylsuccinic acid